NC=1C=CC(=C2CN(C(C12)=O)C(=O)OC(C)(C)C)C1=CN=C2N1C=CC(=C2)C#N 2-methylpropan-2-yl 7-amino-4-(7-cyanoimidazo[1,2-a]pyridin-3-yl)-1-oxo-2,3-dihydro-1H-isoindole-2-carboxylate